fluoride lithium salt [Li+].[F-]